CN1C(=NC=C1[N+](=O)[O-])\C=C/1\C(N=C(S1)N1CCNCC1)=O (5Z)-5-[(1-methyl-5-nitro-1H-imidazol-2-yl)methylene]-2-(piperazin-1-yl)-4(5H)thiazolone